Cl.NC1CCN(CC1)C1=C(C(=C(C(=N1)SC(C(=O)N)C1=CC=CC=C1)C#N)C1CC1)C#N 2-((6-(4-aminopiperidin-1-yl)-3,5-dicyano-4-cyclopropylpyridin-2-yl)thio)-2-phenylacetamide, hydrochloride salt